2-(1-methyl-1H-pyrazol-4-yl)-4-[(1S,4R)-5-(3-nitrophenyl)-2,5-diazabicyclo[2.2.1]hept-2-yl]pyrimidine-5-carbonitrile CN1N=CC(=C1)C1=NC=C(C(=N1)N1[C@@H]2CN([C@@H](C1)C2)C2=CC(=CC=C2)[N+](=O)[O-])C#N